FC1(CCN(CC1)C(=O)C=1C=C2N=C(C=NC2=CC1)C1=CC=2C(C=N1)=NN(C2)C)F (4,4-difluoro-1-piperidinyl)(3-(2-methyl-2H-pyrazolo[3,4-c]pyridin-5-yl)-6-quinoxalinyl)methanone